2-(benzyloxy)-4-fluoro-5-(4,4,5,5-tetramethyl-1,3,2-dioxaborolan-2-yl)benzaldehyde C(C1=CC=CC=C1)OC1=C(C=O)C=C(C(=C1)F)B1OC(C(O1)(C)C)(C)C